BrC1=C(C=CC(=C1)I)C(F)F 2-bromo-1-(difluoromethyl)-4-iodobenzene